[N+](=O)([O-])C1=C(C=C(C(=C1)[N+](=O)[O-])NC1=CC(=C(C(=C1)OC)OC)OC)C1(C(C=C(C=C1)NCCCCCCCC)N)N 1-(2,4-dinitro-5-(3,4,5-trimethoxyphenylamino)phenyl)-N4-octylbenzene-1,2,4-triamine